C1=C(C=CC2=CC=CC=C12)NC1=NC=NC2=CC(=C(C=C12)NC(C=C)=O)OCCN1CCCCC1 N-(4-(naphthalen-2-ylamino)-7-(2-(piperidin-1-yl)ethoxy)quinazolin-6-yl)acrylamide